C1(CC1)OC[C@H]1N2CC(C[C@@]2(CC1)CO)=C ((5S,7aS)-5-(cyclopropoxymethyl)-2-methylenetetrahydro-1H-pyrrolizin-7a(5H)-yl)-methanol